O=C1NC(CCC1N1C(C2=CC(=CC(=C2C1=O)F)CN1CCN(CC1)C1=CC=C(C=C1)[C@H]1[C@H](CCC2=CC(=CC=C12)O)C1=CC=CC=C1)=O)=O 2-(2,6-dioxopiperidin-3-yl)-4-fluoro-6-((4-(4-((1R,2S)-6-hydroxy-2-phenyl-1,2,3,4-tetrahydronaphthalen-1-yl)phenyl)piperazin-1-yl)methyl)isoindoline-1,3-dione